4-methyl-3-(1,3,3,5,7-pentamethyloctahydrobenzo[c]isoxazol-5-yl)benzonitrile CC1=C(C=C(C#N)C=C1)C1(CC2C(N(OC2(C)C)C)C(C1)C)C